C(C)OCCOC(C(C(C(=O)OCCOCC)CC(C)C)(C#N)CC(C)C)=O 2,3-diisobutyl-2-cyano-butanedioic acid-1,4-bis-(2-ethoxyethyl) ester